[C@@H]1([C@H](O)[C@H](O)[C@H](O1)CO)NC(=O)NC(N)=N 1-β-d-ribofuranosyl-3-guanylurea